4-oxopentanoic acid octadecyl ester C(CCCCCCCCCCCCCCCCC)OC(CCC(C)=O)=O